C[C@H]1C[C@H]2[C@@]34[C@@H]([C@H]5[C@@]6([C@@H]([C@@H]3[C@H]7[C@](O7)([C@H]([C@@]2([C@H]1OC(=O)/C=C/C=C\\[C@H]([C@H]8CC[C@@H]([C@@H]8C)C[C@@]6(C)O)OC(=O)CC(C)C)O)O)CO)O[C@](O5)(O4)C9=CC=CC=C9)O)C The molecule is a diterpenoid of the class of daphnane-type terpenes. It is isolated from Trigonostemon reidioides and has been shown to exhibit insecticidal activity. It has a role as a metabolite and an insecticide. It is a diterpenoid, an ortho ester, an epoxide and a terpene lactone.